C1(=CC=CC=C1)C#CCOC1=C(C=CC=C1)B(O)O (2-[(3-PHENYLPROP-2-YN-1-YL)OXY]PHENYL)BORANEDIOL